2-[1-(2,6-dioxo-3-piperidyl)-3-ethyl-2-oxo-benzimidazol-4-yl]acetaldehyde O=C1NC(CCC1N1C(N(C2=C1C=CC=C2CC=O)CC)=O)=O